phenyl (3-(trifluoromethyl)-1H-pyrazol-5-yl)carbamate FC(C1=NNC(=C1)NC(OC1=CC=CC=C1)=O)(F)F